N-phenyl-N'-(1,3-dimethyl-butyl)-p-phenylenediamine C1(=CC=CC=C1)NC1=CC=C(C=C1)NC(CC(C)C)C